COC=1C=C2C(NN=C(C2=CC1OC)C1=CC=C(CNS(=O)(=O)NC(OC(C)(C)C)=O)C=C1)=O tert-butyl (N-(4-(6,7-dimethoxy-4-oxo-3,4-dihydrophthalazin-1-yl)benzyl)sulfamoyl)carbamate